C(C)(=O)C=1C=C(CN2N=CC3=C(C2=O)N(C2=C3SC(=N2)SC)C)C=CC1 6-(3-acetyl-benzyl)-4-methyl-2-(methylthio)-4H-thiazolo[5',4':4,5]Pyrrolo[2,3-d]Pyridazin-5(6H)-one